3-(3-Hydroxypropyl)-2-(4-propylphenethyl)-6-((tetrahydro-2H-pyran-2-yl)methoxy)pyridin-4-ol OCCCC=1C(=NC(=CC1O)OCC1OCCCC1)CCC1=CC=C(C=C1)CCC